3-bromo-N-methoxy-N-methyl-pyridine-4-carboxamide BrC=1C=NC=CC1C(=O)N(C)OC